N-(8-Aminooctyl)-2-((2-(2,6-dioxopiperidin-3-yl)-1,3-dioxoisoindolin-4-yl)oxy)acetamide trifluoroacetate FC(C(=O)O)(F)F.NCCCCCCCCNC(COC1=C2C(N(C(C2=CC=C1)=O)C1C(NC(CC1)=O)=O)=O)=O